Triisopropyl-Naphthalenesulfonic acid sodium salt [Na+].C(C)(C)C1=C(C(=C(C2=CC=CC=C12)S(=O)(=O)[O-])C(C)C)C(C)C